NC1=CC=C(C=N1)C(=O)NC1=CC(=CC=C1)C=1N=C(C2=C(N1)C1=C(O2)N=CC=C1)N1CCOCC1 6-Amino-N-[3-[4-(4-morpholinyl)pyrido[3',2':4,5]furo[3,2-d]pyrimidin-2-yl]phenyl]pyridine-3-carboxamide